(E)-methyl 4-(3-(4,5-dichloro-2-hydroxyphenyl)-3-oxoprop-1-en-1-yl)benzoate ClC1=CC(=C(C=C1Cl)C(/C=C/C1=CC=C(C(=O)OC)C=C1)=O)O